2-(2,6-dioxopiperidin-3-yl)-4-(piperidin-4-ylmethyl)isoindole-1,3-dione hydrochloride Cl.O=C1NC(CCC1N1C(C2=CC=CC(=C2C1=O)CC1CCNCC1)=O)=O